ClC1=CC(=C(C=N1)C1=NC=C(C=C1)OCCOC)NC(OC(C)(C)C)=O tert-butyl (6'-chloro-5-(2-methoxyethoxy)-[2,3'-bipyridin]-4'-yl)carbamate